1-((ethoxycarbonyl)methyl)-3-methylimidazolium C(C)OC(=O)CN1C=[N+](C=C1)C